1-(1H-pyrazol-4-yl)pyrrolidin-3-amine N1N=CC(=C1)N1CC(CC1)N